(E)-3-(6-(4-((1-(4-(1-(4-hydroxyphenyl)-2-phenylbut-1-en-1-yl)phenyl)piperidin-4-yl)methyl)piperazin-1-yl)-3-oxo-1,3-dihydro-2H-pyrrolo[3,4-c]pyridin-2-yl)piperidine-2,6-dione OC1=CC=C(C=C1)\C(=C(/CC)\C1=CC=CC=C1)\C1=CC=C(C=C1)N1CCC(CC1)CN1CCN(CC1)C1=CC2=C(C=N1)C(N(C2)C2C(NC(CC2)=O)=O)=O